3-chloro-pyridin ClC=1C=NC=CC1